3-hydroxycaproate OC(CC(=O)[O-])CCC